tert-butyl (trans-2R*,3R*)-2-(((2-((S)-cyclohexyl(1-methyl-1H-pyrazole-5-carboxamido)methyl)imidazo[1,2-b]pyridazin-7-yl)methyl)carbamoyl)-3-(trifluoromethyl)piperidine-1-carboxylate C1(CCCCC1)[C@@H](C=1N=C2N(N=CC(=C2)CNC(=O)[C@@H]2N(CCC[C@H]2C(F)(F)F)C(=O)OC(C)(C)C)C1)NC(=O)C1=CC=NN1C |o1:19,24|